3-(2,4-Dioxohexahydropyrimidin-1-yl)-4-methoxy-N-[1-(4-piperidylmethyl)-4-piperidyl]benzamide trifluoroacetate FC(C(=O)O)(F)F.O=C1N(CCC(N1)=O)C=1C=C(C(=O)NC2CCN(CC2)CC2CCNCC2)C=CC1OC